5-[[3-fluoro-5-(trifluoromethyl)pyridin-2-yl]methoxy]-2-[2-(6-fluoropyridin-3-yl)-1H-imidazol-5-yl]phenol FC=1C(=NC=C(C1)C(F)(F)F)COC=1C=CC(=C(C1)O)C1=CN=C(N1)C=1C=NC(=CC1)F